(3-aminobicyclo[1.1.1]pentane-1-yl)carbamic acid tert-butyl ester C(C)(C)(C)OC(NC12CC(C1)(C2)N)=O